2-phenyl-piperidine hydrochloride Cl.C1(=CC=CC=C1)C1NCCCC1